FC(C=1C(=CC(=C(C1)NC=1C=C(C=C2CCN(CC12)C(=O)NC)C1CN(C(CC1)=O)C)F)C=1C=NN(C1)C)F 8-((5-(difluoromethyl)-2-fluoro-4-(1-methyl-1H-pyrazol-4-yl)phenyl)amino)-N-methyl-6-(1-methyl-6-oxopiperidin-3-yl)-3,4-dihydroisoquinoline-2(1H)-carboxamide